2-(dimethylamino)-1-(4-(2-(2,5-dimethylpyridin-4-yl)-3-isopropyl-1H-indol-5-yl)piperidin-1-yl)ethan-1-one CN(CC(=O)N1CCC(CC1)C=1C=C2C(=C(NC2=CC1)C1=CC(=NC=C1C)C)C(C)C)C